C(C)OC(=O)[C@@H]1C=CC2=CC(CC(N12)=O)=O (3s,8ar)-5,7-dioxo-indolizine-3-carboxylic acid ethyl ester